BrC1=CC(=C(C=C1F)NC(C1=CC(=C(C=C1)F)F)=O)C N-(4-bromo-5-fluoro-2-methylphenyl)-3,4-difluorobenzamide